C(C)N1N=C(C2=CC=CC=C12)C(=O)O 1-ethyl-1H-indazole-3-carboxylic acid